(R)-3-methyl-1-(6-(N-(6-(2-propylphenyl)-5-(trifluoromethyl)pyridin-2-yl)sulfamoyl)pyridin-2-yl)piperidine-3-carboxylic acid C[C@@]1(CN(CCC1)C1=NC(=CC=C1)S(NC1=NC(=C(C=C1)C(F)(F)F)C1=C(C=CC=C1)CCC)(=O)=O)C(=O)O